FC=1C=CC=C2C3=C(C=CC(C[C@]4(C[C@H](CC4)NS(=O)(=O)C)C=4OC=C(COC12)N4)=C3)F N-[(1'S,14R)-6,19-difluorospiro[8,12-dioxa-21-azatetracyclo[14.3.1.110,13.02,7]henicosa-1(19),2,4,6,10,13(21),16(20),17-octaene-14,3'-cyclopentane]-1'-yl]methanesulfonamide